ClC1=C2C(=NC(=C1)N1CC(C1)C1=CC=CC=C1)CCS2 7-chloro-5-(3-phenylazetidin-1-yl)-2,3-dihydrothieno[3,2-b]pyridine